ClC=1C=C(C=CC1)NNC(C1=CC=C(C=C1)C1=NOC(=N1)C(F)(F)F)=O N'-(3-chloro-phenyl)-4-[5-(trifluoromethyl)-1,2,4-oxadiazol-3-yl]benzoyl-hydrazine